C(C)(C)(C)N(C(O)=O)[C@H](C(=O)NC1=NC=CC(=C1)C(O)C1CC1)C1CCC(CC1)(F)F.C(CCCCCCC)(=O)N1CCCC1 N-octanoyl-pyrrolidine Tert-butyl-((1S)-2-((4-(cyclopropyl(hydroxy)methyl)pyridin-2-yl)amino)-1-(4,4-difluorocyclohexyl)-2-oxoethyl)carbamate